((2R,3S,5R)-5-(6-amino-2-fluoro-9H-purin-9-yl)-2-ethynyl-3-hydroxytetrahydrofuran-2-yl)methyl cyclohexanecarboxylate C1(CCCCC1)C(=O)OC[C@]1(O[C@H](C[C@@H]1O)N1C2=NC(=NC(=C2N=C1)N)F)C#C